methyl (R)-3-((5-chloro-4-(8-fluoro-4-isopropyl-3,4-dihydro-2H-benzo[b][1,4]oxazin-6-yl)pyrimidin-2-yl)amino)piperidine-1-carboxylate ClC=1C(=NC(=NC1)N[C@H]1CN(CCC1)C(=O)OC)C1=CC2=C(OCCN2C(C)C)C(=C1)F